C(OCC(SC(C)C1=CC2=C(OCO2)C=C1[N+](=O)[O-])N1C(CCC1=O)=O)([O-])=O 2,5-Dioxopyrrolidin-1-yl-(2-{[1-(6-nitrobenzo[d][1,3]dioxol-5-yl) ethyl] thio} ethyl) carbonate